N-Boc-1,5-pentanediamine C(=O)(OC(C)(C)C)NCCCCCN